2,5-dichloro-3-(N-(2-fluoro-3-(4,4,5,5-tetramethyl-1,3,2-dioxaborolan-2-yl)phenyl)sulfamoyl)benzyl acetate C(C)(=O)OCC1=C(C(=CC(=C1)Cl)S(NC1=C(C(=CC=C1)B1OC(C(O1)(C)C)(C)C)F)(=O)=O)Cl